3-(4-aminoimidazo[2,1-f][1,2,4]triazin-7-yl)-N-(6-methoxy-2-methylpyridin-3-yl)-4-methylbenzenesulfonamide NC1=NC=NN2C1=NC=C2C=2C=C(C=CC2C)S(=O)(=O)NC=2C(=NC(=CC2)OC)C